[2-[1-(3-sulfanylpropyl)-4-piperidyl]ethyl] pentanedioate C(CCCC(=O)[O-])(=O)OCCC1CCN(CC1)CCCS